NC=1C(=NC=CC1)C(=O)N[C@H]1[C@H](N(CC1)C(CN1N=C(C=C1C(F)(F)F)C1CC1)=O)C1=C(C(=CC=C1)OC([2H])([2H])[2H])C 3-Amino-N-[(2R,3R)-1-[2-[3-cyclopropyl-5-(trifluoromethyl)pyrazol-1-yl]acetyl]-2-[2-methyl-3-(trideuteriomethoxy)phenyl]pyrrolidin-3-yl]pyridine-2-carboxamide